C1(=CC=C(C=C1)N(C1=CC=C(C=C1)C)C1(CCCCC1)C1=CC=CC=C1)C (di-4-tolyl-amino)phenylcyclohexane